C1(CC1)NC1=NC=CC(=N1)C=O 2-CYCLOPROPYLAMINO-PYRIMIDINE-4-CARBALDEHYDE